C1(=CC=CC=C1)C1=CC=C2C(=NC=NC2=C1)N1CCN(CC1)C(C=C)=O 1-(4-(7-phenyl-quinazolin-4-yl)piperazin-1-yl)prop-2-en-1-one